C(CCCCC)N1C(=NC2=C1C=CC=C2NC2=C(C=CC=C2)C(C)C)C2=C(C=C(C=C2C)C)C 1-Hexyl-N-(2-isopropylphenyl)-2-mesityl-1H-benzo[d]imidazol-4-amine